((6-methyl-4,5,6,7-tetrahydrothieno[2,3-c]pyridin-2-yl)sulfonyl)amine sodium salt [Na].CN1CC2=C(CC1)C=C(S2)S(=O)(=O)N